3,5-dibromo-4-hydroxybenzonitrile BrC=1C=C(C#N)C=C(C1O)Br